N-[5-[6-[(4-cyano-3-methoxy-phenyl)-methyl-carbamoyl]imidazo[1,2-a]pyridin-3-yl]-2-pyridinyl]carbamic acid methyl ester COC(NC1=NC=C(C=C1)C1=CN=C2N1C=C(C=C2)C(N(C)C2=CC(=C(C=C2)C#N)OC)=O)=O